BrC=1C=C(C=C(C1)Cl)NC(=O)NC1=C(C=CC(=C1)OC(F)(F)F)C(=O)NN 1-(3-bromo-5-chlorophenyl)-3-(2-hydrazinocarbonyl-5-trifluoromethoxyphenyl)-urea